N(=C=O)C1=CC=C(C=C1)CCC1=CC=C(C=C1)N=C=O 1,2-Bis(4-isocyanatophenyl)ethan